[Si](C)(C)(C(C)(C)C)OC1CCC(CC1)N1C(C(=CC=C1)C(=O)OC)=O methyl 1-((1r,4r)-4-((tert-butyldimethylsilyl) oxy) cyclohexyl)-2-oxo-1,2-dihydropyridine-3-carboxylate